tert-butyl (2S,4R)-4-(5-(3-cyanophenyl)-1,3,4-oxadiazole-2-carboxamido)-2-(fluoromethyl)pyrrolidine-1-carboxylate C(#N)C=1C=C(C=CC1)C1=NN=C(O1)C(=O)N[C@@H]1C[C@H](N(C1)C(=O)OC(C)(C)C)CF